2-amino-6-bromo-3-fluoro-5-iodobenzoic acid NC1=C(C(=O)O)C(=C(C=C1F)I)Br